methyl 4-fluoro-1-methyl-3-(((trifluoromethyl)sulfonyl)oxy)-1H-pyrazole-5-carboxylate FC=1C(=NN(C1C(=O)OC)C)OS(=O)(=O)C(F)(F)F